ClC1=CC=C(C(=O)[O-])C=C1[N+](=O)[O-] 4-chloro-5-nitrobenzoate